2-azidopropane-1,3-diamine N(=[N+]=[N-])C(CN)CN